BrC=1C(=C(C=CC1)NC=1C2=C(N=C(N1)C(F)F)C=C(C=N2)CN2CC(C2)F)Cl N-(3-bromo-2-chloro-phenyl)-2-(difluoromethyl)-7-[(3-fluoroazetidin-1-yl)methyl]pyrido[3,2-d]pyrimidin-4-amine